((t-butyldimethylsilyl)oxy)methyl-6-methylenetetrahydro-1H-pyrrolizin [Si](C)(C)(C(C)(C)C)OCC1CCN2CC(CC12)=C